2-ureidomelamine N(C(=O)N)C1(NC(=NC(=N1)N)N)N